6-Bromo-1H-indazol-4-ol BrC=1C=C(C=2C=NNC2C1)O